ClC1=CC=C(C=N1)C=1N=C(SC1)C12CC(C1)(C2)NC(=O)C=2OC(=CC2)C2(CC2)S(=O)(=O)C N-[3-[4-(6-chloro-3-pyridyl)thiazol-2-yl]-1-bicyclo[1.1.1]pentanyl]-5-(1-methylsulfonylcyclopropyl)furan-2-carboxamide